Ethyl 4-(p-tolyloxy)benzoate C1(=CC=C(C=C1)OC1=CC=C(C(=O)OCC)C=C1)C